(S)-3-[6-methyl-4-(trifluoromethyl)pyridin-2-yl]-2-oxooxazolidine-4-carboxylic acid CC1=CC(=CC(=N1)N1C(OC[C@H]1C(=O)O)=O)C(F)(F)F